D-idose O=C[C@@H](O)[C@H](O)[C@@H](O)[C@H](O)CO